N-hydroxy-4-nitrobenzenesulfonamide ONS(=O)(=O)C1=CC=C(C=C1)[N+](=O)[O-]